C(C)OC(C1C(CC2(CCC2)CC1)(O)C12CC(C1)(C2)C)OCC 7-(diethoxymethyl)-6-(3-methylbicyclo[1.1.1]pentan-1-yl)spiro[3.5]nonan-6-ol